N1=CC(=CC=C1)C1=CNC2=CC(=CC=C12)C(=O)N 3-pyridin-3-yl-1H-indole-6-carboxamide